SC=1OC2=C(N1)C=C(C=C2)C(=O)OC methyl 2-mercaptobenzo[d]oxazole-5-carboxylate